1,10-phenanthroline monohydrate O.N1=CC=CC2=CC=C3C=CC=NC3=C12